N,5-dimethyl-1,2-oxazol-3-amine CNC1=NOC(=C1)C